BrC1=C(C=C(C=C1)N1C(O[C@H](C1)CO)=O)F (5R)-3-(4-bromo-3-fluorophenyl)-5-methyloloxazolidine-2-one